(((1R,3R,6S)-spiro[bicyclo[4.1.0]heptane-3,2'-oxiran]-1-yl)methyl)-1H-benzo[d]imidazole-6-carbonitrile O1[C@@]2(C1)C[C@@]1(C[C@@H]1CC2)CN2C=NC1=C2C=C(C=C1)C#N